rac-N-((4R,5R)-7-ethyl-4-(4-fluorophenyl)-3-((2-(hydroxymethyl)acrylamido)methyl)-6-oxo-1-phenyl-4,5,6,7-tetrahydro-1H-pyrazolo[3,4-b]pyridin-5-yl)-3-(trifluoromethyl)benzamide C(C)N1C2=C([C@H]([C@H](C1=O)NC(C1=CC(=CC=C1)C(F)(F)F)=O)C1=CC=C(C=C1)F)C(=NN2C2=CC=CC=C2)CNC(C(=C)CO)=O |r|